BrC=1C=NN(C1C1CC1)CC1CCCCC1 4-bromo-1-(cyclohexylmethyl)-5-cyclopropyl-1H-pyrazole